(4-fluorophenyl)-N-(4-hydroxyphenyl)cyclopropane-1,1-diamide FC1=CC=C(C=C1)C1C(C1)(C(=O)NC1=CC=C(C=C1)O)C(=O)N